FC1=C(CS(=NC(CC2=CC=C(C=C2)C2=NOC(=N2)C(F)(F)F)=O)(=O)C)C=CC=C1 N-((2-fluorobenzyl)(methyl)(oxo)-λ6-sulfaneylidene)-2-(4-(5-(trifluoromethyl)-1,2,4-oxadiazol-3-yl)phenyl)acetamide